NC1(CCC1)C(=O)NNC1=CC=C(C=C1)Cl 1-amino-N'-(4-chlorophenyl)cyclobutane-1-carbohydrazide